N1C=CC2=C(C=CC=C12)\C=N\NC(=S)NC1=C(C=C(C=C1)F)F (E)-1-((1H-indol-4-yl)methylene)-4-(2,4-difluorophenyl)thiosemicarbazide